4-(4-((1R,5S)-3-(azetidin-3-yl)-3,8-diazabicyclo[3.2.1]octan-8-yl)-2-(((S)-1-methylpyrrolidin-2-yl)methoxy)quinazolin-7-yl)naphthalen-2-ol N1CC(C1)N1C[C@H]2CC[C@@H](C1)N2C2=NC(=NC1=CC(=CC=C21)C2=CC(=CC1=CC=CC=C21)O)OC[C@H]2N(CCC2)C